4-((1r,3r)-3-Amino-2,2,4,4-tetramethylcyclobutoxy)-2,3-dihydrobenzofuran-7-carbonitrile hydrochloride Cl.NC1C(C(C1(C)C)OC1=CC=C(C2=C1CCO2)C#N)(C)C